C(C)N ethylAmmonia